C(C)OC(=O)C1(CSCC1O)N1C2=NC=NC(=C2N=C1)SCCC (±)-Ethyl-4-hydroxy-3-(6-(propylthio)-9H-purin-9-yl)tetrahydrothiophene-3-carboxylate